ClC=1C2=C(SC1C(=O)C1=CC=CC=C1)C=C(C=C2)F (3-chloro-6-fluorobenzo[b]thiophen-2-yl)(phenyl)methanone